1-(6-(4-(5-chloro-6-methyl-1H-indazol-4-yl)-3-(2-fluoro-4-((2-methoxyethyl)amino)phenyl)-5-methyl-1H-pyrazol-1-yl)-2-azaspiro[3.3]heptan-2-yl)prop-2-en-1-one ClC=1C(=C2C=NNC2=CC1C)C=1C(=NN(C1C)C1CC2(CN(C2)C(C=C)=O)C1)C1=C(C=C(C=C1)NCCOC)F